2-(cyclohexylmethyl)-6-{[2-(1-methylpyrazol-4-yl)-4-pyridyl]oxy}-3H-quinazolin-4-one C1(CCCCC1)CC1=NC2=CC=C(C=C2C(N1)=O)OC1=CC(=NC=C1)C=1C=NN(C1)C